(4-hydroxyphenyl)-acetaldehyde OC1=CC=C(C=C1)CC=O